6-(6-methoxypyrazin-2-yl)-4-((1-phenylethyl)amino)quinoline-3-carbonitrile COC1=CN=CC(=N1)C=1C=C2C(=C(C=NC2=CC1)C#N)NC(C)C1=CC=CC=C1